CC1=NC=C(N=C1)O[C@@H]1CC[C@H](CC1)C1=NN=C(N1C1=CC=C(C=C1)C)C trans-2-Methyl-5-[4-[5-methyl-4-(4-methylphenyl)-1,2,4-triazol-3-yl]cyclohexyl]oxypyrazin